5-(2-chlorophenyl)-3-methyl-N-(4-(trifluoromethyl)pyridin-2-yl)-1H-pyrazole-4-carboxamide ClC1=C(C=CC=C1)C1=C(C(=NN1)C)C(=O)NC1=NC=CC(=C1)C(F)(F)F